3-(2-(2-(dimethylamino)ethoxy)ethoxy)propanoic acid CN(CCOCCOCCC(=O)O)C